FC(F)(F)SC1=CC=C(C=C1)NC(C=1C(O)=CC(=C(C1)Cl)F)=O N-(4-trifluoromethylmercaptophenyl)-4-fluoro-5-chlorosalicylamide